6-(6-(difluoromethyl)imidazo[1,2-a]pyridin-3-yl)-N-(2,2-dimethylpyrrolidin-3-yl)pyridin-2-amine FC(C=1C=CC=2N(C1)C(=CN2)C2=CC=CC(=N2)NC2C(NCC2)(C)C)F